(5-fluoropyridin-2-yl)-2-((3s,5R)-3-methyl-5-(6-oxo-1,6-dihydropyridazin-3-yl)piperidin-1-yl)propanamide FC=1C=CC(=NC1)C(C(=O)N)(C)N1C[C@H](C[C@H](C1)C1=NNC(C=C1)=O)C